Cl.Cl.FC(C=1C=CC(=NC1)[C@H](C)N)(F)F (S)-1-(5-(trifluoromethyl)pyridin-2-yl)ethan-1-amine 2HCl